2,4-diphenyl-but-2-enal C1(=CC=CC=C1)C(C=O)=CCC1=CC=CC=C1